C(C)OC1(CCNCC1)C 4-ethoxy-4-methylpiperidin